ClC1=NC(=CC(=C1)C=1C=C(C=CC1C)NC(C1=CC(=NC=C1)C(F)(F)F)=O)Cl N-(3-(2,6-dichloropyridin-4-yl)-4-methylphenyl)-2-(trifluoromethyl)isonicotinamide